2-cyanoethyl (4s)-4-(4-cyano-2-methoxyphenyl)-5-ethoxy-2,8-dimethyl-1,4-dihydro-1,6-naphthyridine-3-carboxylate C(#N)C1=CC(=C(C=C1)[C@@H]1C(=C(NC2=C(C=NC(=C12)OCC)C)C)C(=O)OCCC#N)OC